bis-aziridine benzoate C(C1=CC=CC=C1)(=O)O.N1CC1.N1CC1